ClC1=C(C=C(C=C1)CO)F (4-chloro-3-fluorophenyl)methanol